3-chloro-6-(oxetan-3-yloxy)pyridazine ClC=1N=NC(=CC1)OC1COC1